6-chloro-N-methoxy-4-((3-(1-methyl-1H-pyrazol-4-yl)-2-(N-methylmethanesulfonamido)phenyl)amino)nicotinamide ClC1=NC=C(C(=O)NOC)C(=C1)NC1=C(C(=CC=C1)C=1C=NN(C1)C)N(S(=O)(=O)C)C